ClC1=CC=C(COC=2C=C3C=CC(=CC3=CC2)C2=NN(C3=NC=NC(=C32)N)CC3CCNCC3)C=C1 3-(6-(4-chlorobenzyloxy)naphthalen-2-yl)-1-(piperidin-4-ylmethyl)-1H-pyrazolo[3,4-d]pyrimidin-4-amine